C(C)(C)(C)OC(CN1C[C@@H](OCC1)C)=O (S)-2-(2-methylmorpholino)acetic acid tert-butyl ester